CC1=NC(=NN1C=1C=C2C=CN(C2=CC1)CC1=CC=C(C=C1)C1=CC=C(C=C1)CN1CCCC1)C(=O)N 5-Methyl-1-(1-((4'-(pyrrolidin-1-ylmethyl)-[1,1'-biphenyl]-4-yl)methyl)-1H-indol-5-yl)-1H-1,2,4-triazol-3-carboxamid